tert-butyl (3S)-9-cyano-10-(((E)-(dimethylamino) methylene) amino)-8-fluoro-2,3,5,6-tetrahydro-4H-3,7-methanobenzo[b][1,4,7]oxadiazonine-4-carboxylate C(#N)C1=C(C2=C(OC[C@H]3N(CCN2C3)C(=O)OC(C)(C)C)C=C1/N=C/N(C)C)F